(2S)-2-(trityloxymethyl)oxirane C(C1=CC=CC=C1)(C1=CC=CC=C1)(C1=CC=CC=C1)OC[C@H]1OC1